3-(5-(4-((2-azaspiro[3.3]heptan-2-yl)methyl)-3,5-difluoropyridin-2-yl)-4-fluoro-1-oxoisoindolin-2-yl)piperidine-2,6-dione C1N(CC12CCC2)CC2=C(C(=NC=C2F)C=2C(=C1CN(C(C1=CC2)=O)C2C(NC(CC2)=O)=O)F)F